Tert-butyl (1-(1-(2,6-dioxopiperidin-3-yl)-3-methyl-2-oxo-2,3-dihydro-1H-benzo[d]imidazol-5-yl)piperidin-4-yl)(methyl)carbamate O=C1NC(CCC1N1C(N(C2=C1C=CC(=C2)N2CCC(CC2)N(C(OC(C)(C)C)=O)C)C)=O)=O